(6-((1H-pyrazol-1-yl)methyl)-4-methoxybenzo[d]isoxazol-3-yl)-2,6-dimethoxy-3-(2,7-diazaspiro[3.5]non-2-yl)benzenesulfonamide N1(N=CC=C1)CC1=CC2=C(C(=NO2)C2=C(C(=C(C(=C2)OC)S(=O)(=O)N)OC)N2CC3(C2)CCNCC3)C(=C1)OC